Cl.CC1(C2C(N(C(C12)=O)CC1=CC2=NC=CC(=C2S1)C1=NC(=CC(=C1CN1C(COCC1)=O)C)C(F)(F)F)=O)C 6,6-dimethyl-3-((7-(4-methyl-3-((3-oxomorpholino)methyl)-6-(trifluoromethyl)pyridin-2-yl)thieno[3,2-b]pyridin-2-yl)methyl)-3-azabicyclo[3.1.0]hexane-2,4-dione hydrochloride